Ethyl-undecane C(C)CCCCCCCCCCC